4-(3-chloro-2-fluoro-6-methoxyphenyl)-N-(5-(((4-hydroxyadamantan-1-yl)oxy)methyl)-1,3,4-thiadiazol-2-yl)-6-methylnicotinamide ClC=1C(=C(C(=CC1)OC)C1=CC(=NC=C1C(=O)NC=1SC(=NN1)COC12CC3C(C(CC(C1)C3)C2)O)C)F